((3S,5R)-4-propenoyl-3,5-dimethylpiperazin-1-yl)-3,11-bis(4-fluorophenyl)-10-(trifluoromethyl)-3,4-dihydro-2H,6H-[1,4]thiazepino[2,3,4-ij]quinazolin-6-one C(C=C)(=O)N1[C@H](CN(C[C@H]1C)C1C(CN2C(N=CC3=CC(=C(C(=C23)S1)C1=CC=C(C=C1)F)C(F)(F)F)=O)C1=CC=C(C=C1)F)C